triiodobenzylamine IC1=C(C(N)(I)I)C=CC=C1